[2,3'-bipyridine]-6'(1'H)-one N1=C(C=CC=C1)C1=CNC(C=C1)=O